2-(2-((5-(cyclopropylmethyl)-4-oxo-4,5,6,7-tetrahydro-2H-pyrazolo[4,3-c]pyridin-2-yl)methyl)-3-fluoroallyl)isoindoline-1,3-dione C1(CC1)CN1C(C=2C(CC1)=NN(C2)CC(CN2C(C1=CC=CC=C1C2=O)=O)=CF)=O